2,3-dichloro-quinoxaline-6-carboxylic acid methyl ester COC(=O)C=1C=C2N=C(C(=NC2=CC1)Cl)Cl